benzyl 4-(tert-butoxycarbonylamino)-2,2-dimethyl-piperidine-1-carboxylate C(C)(C)(C)OC(=O)NC1CC(N(CC1)C(=O)OCC1=CC=CC=C1)(C)C